tridecafluoro-1-octyl acrylate C(C=C)(=O)OC(C(C(C(C(CCC(F)(F)F)(F)F)(F)F)(F)F)(F)F)(F)F